tert-butyl 9-[6-[2-cyano-3-[[ethyl(methyl)sulfamoyl]amino]-6-fluoro-phenoxy]-4-oxo-quinazolin-3-yl]-3-azaspiro[5.5]undecane-3-carboxylate C(#N)C1=C(OC=2C=C3C(N(C=NC3=CC2)C2CCC3(CCN(CC3)C(=O)OC(C)(C)C)CC2)=O)C(=CC=C1NS(N(C)CC)(=O)=O)F